[Hf].CC(C1(C(=C(C(=C1C)C)C)C)C1(C=CC2=CC=3CCCC3C=C12)C)C dimethyl-pentamethylcyclopentadienyl-(1-methyl-1,5,6,7-tetrahydro-s-indacene) hafnium